(2S,4S)-N-((S)-1-amino-1-oxo-3-((S)-2-oxopyrrolidin-3-yl)propan-2-yl)-4-cyclohexyl-1-(4-methoxy-1H-indole-2-carbonyl)pyrrolidine-2-carboxamide NC([C@H](C[C@H]1C(NCC1)=O)NC(=O)[C@H]1N(C[C@@H](C1)C1CCCCC1)C(=O)C=1NC2=CC=CC(=C2C1)OC)=O